C(#N)CC1N(CC(NC1)C)C(=O)OC(C)(C)C tert-butyl 2-(cyanomethyl)-5-methylpiperazine-1-carboxylate